ClC1=NC=C(C=C1C(C)=O)F 1-(2-chloro-5-fluoro-3-pyridinyl)ethanone